2-([1,1'-biphenyl]-4-yl)-4-([1,1':3',1''-terphenyl]-5'-yl)-6-chloro-1,3,5-triazine C1(=CC=C(C=C1)C1=NC(=NC(=N1)C=1C=C(C=C(C1)C1=CC=CC=C1)C1=CC=CC=C1)Cl)C1=CC=CC=C1